C(OCCC[Si](CC[SiH2]C=C(C)C)(C)C)(OC)=O [3-[dimethyl [2-(dimethylvinylsilyl) ethyl] silyl] propyl] methyl carbonate